C(CCCCCC)C=1C=C(C=CC1O)SC1=CC(=C(C=C1)O)CCCCCCC bis(3-n-heptyl-4-hydroxyphenyl)sulfide